C(C)(C)(C)OC(=O)N1CC(OCC1)CNC(=O)C=1C=2C[C@@H]3[C@H](C2N(N1)C1=C(C=C(C=C1)F)F)C3 2-({[(1aR,5aR)-2-(2,4-Difluoro-phenyl)-1a,2,5,5a-tetrahydro-1H-2,3-diaza-cyclopropa[a]pentalene-4-carbonyl]-amino}-methyl)-morpholine-4-carboxylic acid tert-butyl ester